CC1=C(CNC=2C=C3CCC(NC3=CC2)=O)C=C(C=C1)C 6-((2,5-dimethylbenzyl)amino)-3,4-dihydroquinolin-2(1H)-one